1-(3-(4-(2,6-diazaspiro[3.3]heptan-2-yl)-1-(4-(trifluoromethoxy)phenyl)-1H-pyrazolo[3,4-b]pyridin-3-yl)azetidin-1-yl)-2-fluoroprop-2-en-1-one formate salt C(=O)O.C1N(CC12CNC2)C2=C1C(=NC=C2)N(N=C1C1CN(C1)C(C(=C)F)=O)C1=CC=C(C=C1)OC(F)(F)F